Cl.N[C@@H](CNC(=O)N1CCN(CC1)C(C1=C(C=C(C=C1)NC=1C=2N(C=CN1)C(=CN2)C2=C(C(=C(C=C2)OC)F)F)C)=O)C N-[(2R)-2-aminopropyl]-4-[4-[[3-(2,3-difluoro-4-methoxy-phenyl)imidazo[1,2-a]pyrazin-8-yl]amino]-2-methyl-benzoyl]piperazine-1-carboxamide hydrochloride